BrC1=C2C=CN(C2=C(C(=C1OC=1C=CC(=C(C#N)C1)F)F)F)S(=O)(=O)C1=CC=C(C)C=C1 5-((4-bromo-6,7-difluoro-1-tosyl-1H-indol-5-yl)oxy)-2-fluorobenzonitrile